FC1=CC(=C2C=C(NC(C2=C1)=O)CCC(=O)N1CCN(CC1)C1=NC=C(C#N)C=C1)C 6-(4-(3-(7-fluoro-5-methyl-1-oxo-1,2-dihydroisoquinolin-3-yl)propanoyl)piperazin-1-yl)nicotinonitrile